4-[6-[3-(2-fluoro-4-nitro-phenyl)-1,2,4-oxadiazol-5-yl]-2-pyridinyl]morpholine FC1=C(C=CC(=C1)[N+](=O)[O-])C1=NOC(=N1)C1=CC=CC(=N1)N1CCOCC1